C(C=C)SC1=NC=NN1C[C@]1(O[C@@H]1C1=C(C=CC=C1)Cl)C1=C(C=C(C=C1)F)F |o1:10,12| 5-(allylsulfanyl)-1-{[rel-(2R,3R)-3-(2-chlorophenyl)-2-(2,4-difluorophenyl)oxirane-2-yl]methyl}-1H-1,2,4-triazole